C(C)(C)(C)C1=CC=CC(=N1)CN1N=CC(=C1)C1=NC(=NC2=C(C=CC=C12)OC)N 4-{1-[(6-tert-butylpyridin-2-yl)methyl]-1H-pyrazol-4-yl}-8-methoxyquinazolin-2-amine